OC1=C(C(=CC(=C1S(=O)(=O)O)CCCCC)O)C1CCCC(=C1)C 2,6-dihydroxy-5'-methyl-4-pentyl-1',2',3',4'-tetrahydro-[1,1'-biphenyl]-3-sulfonic acid